CC=1C=CC2=C(C(=NC3=C(O2)C=CC(=C3)C)N3CCN(CC3)CC(C(=O)O)(C)C)C1 3-(4-(2,8-dimethyldibenzo[b,f][1,4]oxazepin-11-yl)piperazin-1-yl)-2,2-dimethylpropionic acid